phenylboronate C1(=CC=CC=C1)B([O-])[O-]